C(#N)N=C(NCCCCCN1CCN(CC1)C(=O)C=1NC=CC1F)NC1=CC=NC=C1 2-cyano-1-(5-(1-(3-fluoro-2-pyrrolylformyl)piperazine-4-yl)pentyl)-3-(4-pyridinyl)guanidine